9-(5-(5-fluoro-2-methoxypyridin-4-yl)-1H-pyrazole-3-carbonyl)-N-((1r,4r)-4-hydroxy-4-(trifluoromethyl)cyclohexyl)-3-oxa-9-azabicyclo[3.3.1]nonane-7-carboxamide FC=1C(=CC(=NC1)OC)C1=CC(=NN1)C(=O)N1C2COCC1CC(C2)C(=O)NC2CCC(CC2)(C(F)(F)F)O